3-(1-methyl-7-((R)-3-methylmorpholino)-3-(1-(tetrahydro-2H-pyran-2-yl)-1H-pyrazol-3-yl)-1H-pyrazolo[4,3-b]pyridin-5-yl)-8-oxa-3-azabicyclo[3.2.1]octane CN1N=C(C2=NC(=CC(=C21)N2[C@@H](COCC2)C)N2CC1CCC(C2)O1)C1=NN(C=C1)C1OCCCC1